C(CCC)C1=NN(C=C1)C butyl-1-methylpyrazole